C(#N)C=1C(=C(C=CC1)C=1N=C(SC1C1=CC(=NC(=C1)C)C)NC(=O)N1CC2(COC2)C1)C N-[4-(3-cyano-2-methyl-phenyl)-5-(2,6-dimethyl-4-pyridyl)thiazol-2-yl]-2-oxa-6-azaspiro[3.3]heptane-6-carboxamide